4-Fluoro-5-hydroxy-6-methoxybenzo[b]thiophene-2-carbaldehyde FC1=C(C(=CC=2SC(=CC21)C=O)OC)O